C1(=CC=CC=2C3=CC=CC=C3CC12)COC(=O)N[C@@H](CC1=CC=C(C=C1)OC(C)(C)C)C(=O)O N-fluorenylmethoxycarbonyl-O-tert.Butyl-L-tyrosine